N-[6-(2-chloro-5-fluorophenyl)-7-[(4-methoxyphenyl)methyl]-2-methyl-8-oxo-7,8-dihydro-6H-[1,3]thiazolo[4,5-e]isoindol-5-yl]-3-fluoro-5-(trifluoromethyl)benzamide ClC1=C(C=C(C=C1)F)C1N(C(C2=C3C(=CC(=C12)NC(C1=CC(=CC(=C1)C(F)(F)F)F)=O)SC(=N3)C)=O)CC3=CC=C(C=C3)OC